2-(4-fluorophenoxy)-2-methyl-N-(4'-(trifluoromethoxy)-[1,1'-biphenyl]-4-yl)propanamide FC1=CC=C(OC(C(=O)NC2=CC=C(C=C2)C2=CC=C(C=C2)OC(F)(F)F)(C)C)C=C1